CN(CC(CC(C(C)C)N1CC2(C1)CN(CC2)C=2N=CN=NC2OC2=C(C(=O)N(C(C)C)CC)C=C(C=C2)F)OC)C 2-((5-(2-((3x-S,5x-S)-6-(dimethylamino)-5-methoxy-2-methylhexan-3-yl)-2,6-diazaspiro[3.4]oct-6-yl)-1,2,4-triazin-6-yl)oxy)-N-ethyl-5-fluoro-N-isopropylbenzamide